C1(CCCCC1)CS(=O)(=O)NC1=NOC2=C1C(=CC(=C2)CN2N=C1C(=C2)CNC1)OC 1-cyclohexyl-N-(6-((5,6-dihydropyrrolo[3,4-c]pyrazol-2(4H)-yl)methyl)-4-methoxybenzo[d]isoxazol-3-yl)methanesulfonamide